C1(CC1)CN1C(N(C(C2=CC=CC=C12)=O)O)=O 1-(cyclopropylmethyl)-3-hydroxyquinazoline-2,4-dione